2-hydroxy-2-methyl-4-(3,5,6-trimethyl-1,4-benzoquinone-2-yl)-butyric acid OC(C(=O)O)(CCC=1C(C(=C(C(C1C)=O)C)C)=O)C